CC(=O)N[C@H]1[C@H](O[C@@H]([C@H](C1=O)O)CO)OP(=O)([O-])OP(=O)([O-])OC[C@@H]2[C@H]([C@H]([C@@H](O2)N3C=CC(=O)NC3=O)O)O The molecule is a nucleotide-sugar oxoanion arising from deprotonation of the free diphosphate OH groups of UDP-2-acetamido-2-deoxy-3-dehydro-alpha-D-glucopyranose; major species at pH 7.3. It is a conjugate base of an UDP-2-acetamido-2-deoxy-3-dehydro-alpha-D-glucopyranose.